BrC1=CC=C2C=C(C(NC2=C1C)=O)C(=O)OC methyl 7-bromo-8-methyl-2-oxo-1H-quinoline-3-carboxylate